C1(CC1)C1=C(C(=NO1)C1=C(C=CC=C1)OC(F)(F)F)COC1CC2CCC(C1)N2C=2SC1=C(N2)C(=CC(=C1)S(=O)[O-])F.[Na+] Sodium 2-(3-((5-cyclopropyl-3-(2-(trifluoromethoxy)phenyl)isoxazol-4-yl)methoxy)-8-azabicyclo[3.2.1]octan-8-yl)-4-fluorobenzo[d]thiazole-6-sulfinate